4-methoxy-N,N-bis(2-hydroxypropyl)aniline Methyl-4-[(1S)-1-[[4-[4-(2-tetrahydropyran-4-ylethoxy)phenyl]tetrahydropyran-4-carbonyl]amino]ethyl]benzoate COC(C1=CC=C(C=C1)[C@H](C)NC(=O)C1(CCOCC1)C1=CC=C(C=C1)OCCC1CCOCC1)=O.COC1=CC=C(N(CC(C)O)CC(C)O)C=C1